C(CCCCCCC(=O)[O-])(=O)[O-].[Ti+4].C(CCCCCCC(=O)[O-])(=O)[O-] Titanium octanedioate